[Si](C)(C)(C(C)(C)C)OCC=1C2=C(N=CN1)N(C=C2C2=CC(=C(C=C2)OC2=NC=CC(=N2)C)F)C 4-(((tert-butyldimethylsilyl)oxy)methyl)-5-(3-fluoro-4-((4-methylpyrimidin-2-yl)oxy)phenyl)-7-methyl-7H-pyrrolo[2,3-d]pyrimidine